FC1=NC(=C2N=CN(C2=N1)C1OCC1)NC1=C(C=C(C=C1)O)C 2-fluoro-6-(4-hydroxy-2-methylanilino)-9-(oxetan-2-yl)-9H-purine